C(C1=CC=CC=C1)OCCOC[C@](C)(O)C1=CC=C(S1)[S@](=O)(N)=NC(NC1=C2CCCC2=CC=2CCCC12)=O (S)-5-((S)-1-(2-(benzyloxy)ethoxy)-2-hydroxypropan-2-yl)-N'-((1,2,3,5,6,7-hexahydro-s-indacen-4-yl)carbamoyl)thiophene-2-sulfonimidamide